5,7-di-tert-butyl-2-pentadecylbenzo[d]oxazole C(C)(C)(C)C=1C=C(C2=C(N=C(O2)CCCCCCCCCCCCCCC)C1)C(C)(C)C